5-chloro-4-(cyclopentylmethoxy)-N-((4-((3,5-dimethyl-benzyl)oxy)phenyl)sulfonyl)-2-fluorobenzamide ClC=1C(=CC(=C(C(=O)NS(=O)(=O)C2=CC=C(C=C2)OCC2=CC(=CC(=C2)C)C)C1)F)OCC1CCCC1